O.O.C(C)(=O)[O-].[NH+]12CCCN=C2CCC1 1,5-diazabicyclo[4.3.0]non-5-enium acetate dihydrate